Br(=O)(=O)O.S1C=CC=2NC(C=CC21)=O thieno[3,2-b]pyridin-5(4H)-one bromate